2-(4-hydroxy-1-((3-(5,6,7,8-tetrahydro-1,8-naphthyridin-2-yl)propyl)carbamoyl)piperidin-4-yl)-2-(methylsulfonamido)acetic acid OC1(CCN(CC1)C(NCCCC1=NC=2NCCCC2C=C1)=O)C(C(=O)O)NS(=O)(=O)C